4-(methylsulfonyl)-N-(3-(piperidin-1-yl)phenyl)benzenesulfonamide CS(=O)(=O)C1=CC=C(C=C1)S(=O)(=O)NC1=CC(=CC=C1)N1CCCCC1